FC(=C1CCN(CC1)C1=C(C(=O)NC2=CC=CC3=C2N=C2N3CCCCC2)C=CC(=C1)I)F 2-(4-(difluoromethylene)piperidin-1-yl)-4-iodo-N-(7,8,9,10-tetrahydro-6H-benzo[4,5]imidazo[1,2-a]azepin-4-yl)benzamide